3,3,9,9-tetramethyl-4,8-diaza-undecane-2,10-dione-dioxime CC(C(C)=NO)(NCCCNC(C(C)=NO)(C)C)C